BrCC(=O)C1=C(C(=CC(=C1)Br)F)O 2-bromo-1-(5-bromo-3-fluoro-2-hydroxyphenyl)ethan-1-one